FC1=C(C=CC(=C1)CN1CCCCC1)C=1C=C2C(=CC=NC2=CC1)OC=1C=CC2=C(N=CS2)C1 5-((6-(2-fluoro-4-(piperidin-1-ylmethyl)phenyl)quinolin-4-yl)oxy)benzo[d]thiazole